2-(2-chlorophenyl)-1,4-diphenyl-butane-1,4-dione ClC1=C(C=CC=C1)C(C(=O)C1=CC=CC=C1)CC(=O)C1=CC=CC=C1